OC1=C(CN(C12COC2)C(=O)OCC2=CC=CC=C2)C(=O)OC O5-benzyl O7-methyl 8-hydroxy-2-oxa-5-azaspiro[3.4]oct-7-ene-5,7-dicarboxylate